CC1(OB(OC1(C)C)C=1C=C(C=2N(C1)N=CN2)C(F)(F)F)C 6-(4,4,5,5-tetramethyl-1,3,2-dioxaborolan-2-yl)-8-(trifluoromethyl)-[1,2,4]triazolo[1,5-a]pyridine